C(C)N1N=C2C(=CC=C(C2=C1)N1CCC(CC1)NC1C2CN(CC12)C(=O)OC(C)(C)C)C(NC=1C=C(C=2N(C1)C=C(N2)C)F)=O tert-butyl 6-({1-[2-ethyl-7-({8-fluoro-2-methylimidazo[1,2-a]pyridin-6-yl}carbamoyl) indazol-4-yl]piperidin-4-yl}amino)-3-azabicyclo[3.1.0]hexane-3-carboxylate